t-butyl(2-(3-(trifluoromethyl)-7-oxabicyclo[2.2.1]hepta-2,5-diene-2-carboxamido)ethyl) carbamate C(N)(OCC(NC(=O)C=1C2C=CC(C1C(F)(F)F)O2)C(C)(C)C)=O